2-chloro-4-[(2-trifluoromethyl-benzyl)amino]pyrimidin-5-carboxamide ClC1=NC=C(C(=N1)NCC1=C(C=CC=C1)C(F)(F)F)C(=O)N